2-bromo-1-(4-chlorobenzofuran-7-yl)ethan-1-one 7-((4-hydroxybutyl)amino)heptyl-10-methylundecanoate N1-Methoxymethylpseudouridine-5'-Triphosphate P(O)(=O)(OP(=O)(O)OP(=O)(O)O)OC[C@@H]1[C@H]([C@H]([C@@H](O1)C1=CN(C(=O)NC1=O)COC)O)O.OCCCCNCCCCCCCOC(CCCCCCCCC(C)C)=O.BrCC(=O)C1=CC=C(C=2C=COC21)Cl